ClC=1C(=CC=C2N=CC(=NC12)C=1C=NN(C1)C1CC2(CN(C2)C2COC2)C1)OC1=CC2=C(N=C(N2)C)C=C1 8-Chloro-7-[(2-methyl-3H-benzimidazol-5-yl)oxy]-2-[1-[2-(oxetan-3-yl)-2-azaspiro[3.3]heptan-6-yl]pyrazol-4-yl]quinoxaline